Tert-butyl ((1S)-1-(5-(1-(((S)-2-amino-3,3,3-trifluoropropyl)amino)-2-methoxyethyl)benzo[d]oxazol-2-yl)-2,2-dicyclopropylethyl)carbamate N[C@@H](CNC(COC)C=1C=CC2=C(N=C(O2)[C@H](C(C2CC2)C2CC2)NC(OC(C)(C)C)=O)C1)C(F)(F)F